Ethyl 6-Amino-5-cyano-3-cyclopropylpicolinate NC1=C(C=C(C(=N1)C(=O)OCC)C1CC1)C#N